C(CCCCC)OC(CC(C)(C)C)(C)C 1,1,3,3-tetramethyl-butyl n-hexyl ether